CN(C)CC1=NC2=C(C=CC=C2C=C1)NS(=O)(=O)N1CCCC1 N-(2-((Dimethylamino)methyl)quinolin-8-yl)pyrrolidine-1-sulfonamide